C(#N)C(CNC=1C(=CC=C2C=CC(=CC12)C1=CC=C(C(=N1)C(=O)NC)F)OC)=C 6-{8-[(2-cyano-2-methylideneethyl)amino]-7-methoxynaphthalen-2-yl}-3-fluoro-N-methylpyridine-2-carboxamide